OC1=C(C=CC(=C1)S(=O)(=O)C)NC(C)=O N-(2-hydroxy-4-(methylsulfonyl)phenyl)acetamide